N=1C=NN2C1C=CC(=C2)C(C)=O 1-([1,2,4]triazolo[1,5-a]pyridin-6-yl)ethan-1-one